[4-(4-Chloro-phenyl)-thiazol-2-yl]-methyl-[6-(1,2,3,6-tetrahydro-pyridin-4-yl)-2-(2,2,2-trifluoro-ethyl)-imidazo[1,2-a]pyridin-3-yl]-amine ClC1=CC=C(C=C1)C=1N=C(SC1)N(C1=C(N=C2N1C=C(C=C2)C=2CCNCC2)CC(F)(F)F)C